5-(3-bromo-2,5-dioxo-2,5-dihydro-1H-pyrrol-1-yl)pentanoic acid BrC=1C(N(C(C1)=O)CCCCC(=O)O)=O